FC=1C=C2C(=CC(=CC2=CC1)C(=O)OCC)O ethyl 6-fluoro-4-hydroxynaphthalene-2-carboxylate